ClC=1C=C(CC2=NOC(=N2)CC(C(=O)OC(C)(C)C)=C)C=C(C1)Cl tert-butyl 2-((3-(3,5-dichlorobenzyl)-1,2,4-oxadiazol-5-yl)methyl)acrylate